(±)-3-Chloro-4-(4-methoxyphenyl)-1-methyl-2-oxopyrrolidine-3-carboxylic acid methyl ester COC(=O)C1(C(N(CC1C1=CC=C(C=C1)OC)C)=O)Cl